4-methoxy-6-((8-methyl-2,3-dihydro-1H-pyrido[2,3-b][1,4]oxazin-7-yl)amino)pyrimidine-5-carboxylic acid COC1=NC=NC(=C1C(=O)O)NC1=C(C2=C(OCCN2)N=C1)C